(E)-2,4-dichlorobenzaldehyde O-(1-methyl-3-(trifluoromethyl)-1H-pyrazole-4-carbonyl) oxime CN1N=C(C(=C1)C(=O)O\N=C\C1=C(C=C(C=C1)Cl)Cl)C(F)(F)F